FC=1C(=C(C(=O)O)C=CC1F)CSC1=CC=CC=2C=C(OC21)C(C)C 3,4-difluoro-2-(((2-isopropylbenzofuran-7-yl)thio)methyl)benzoic acid